[K+].N[C@@H]([C@H](O)C)C(=O)[O-] L-threonine potassium salt